ClC1=CC=C2C(=CC=NC2=C1)N1CC(OCC1)CCN 2-[4-(7-Chloroquinolin-4-yl)morpholin-2-yl]ethanamine